C(#N)C1=C(C(=NC(=C1)CC1=CC(=CC=C1)C)C(CCC(=O)O)=O)O 4-[4-Cyano-3-hydroxy-6-(3-methyl-benzyl)-pyridin-2-yl]-4-oxo-butyric acid